C1(CCCCC1)N[C@H](CCCCN1S(CCC1)(=O)=O)C(=O)N1[C@@H](CN(CC1)C(=O)OC1=C(C=CC=C1)Cl)C(NCC=1SC=CC1)=O 2-chlorophenyl (3S)-4-[N-cyclohexyl-6-(1,1-dioxidoisothiazolidin-2-yl)-D-norleucyl]-3-[(thiophen-2-ylmethyl)carbamoyl]piperazine-1-carboxylate